N-[(1s,4s)-4-methoxy-4-(trifluoromethyl)cyclohexyl]-8-azabicyclo[3.2.1]octane-3-carboxamide COC1(CCC(CC1)NC(=O)C1CC2CCC(C1)N2)C(F)(F)F